2,5-bis(5-tertiary-butyl-benzoxazol-2-yl)thiophene C(C)(C)(C)C=1C=CC2=C(N=C(O2)C=2SC(=CC2)C=2OC3=C(N2)C=C(C=C3)C(C)(C)C)C1